(S)-N-((6-AMINO-2-METHYLPYRIDIN-3-YL)METHYL)-3-((3-METHOXY-5-METHYLBENZYL)AMINO)-4-OXO-4,6,7,8-TETRAHYDROPYRROLO[1,2-A]PYRIMIDINE NC1=CC=C(C(=N1)C)CN1[C@H]2N(C(C(=C1)NCC1=CC(=CC(=C1)C)OC)=O)CCC2